ethyl (S)-5-(2-(4-((1-(6-(4-fluoro-1H-pyrazol-1-yl)pyridin-3-yl)ethyl)carbamoyl)-4-methoxypiperidin-1-yl)-6-((5-methyl-1H-pyrazol-3-yl)amino)pyrimidin-4-yl)pentanoate FC=1C=NN(C1)C1=CC=C(C=N1)[C@H](C)NC(=O)C1(CCN(CC1)C1=NC(=CC(=N1)CCCCC(=O)OCC)NC1=NNC(=C1)C)OC